N1N(C=NC=C1)N 1,2,4-triazin-2-amine